1-[(2R)-2-(4-cyclopropyl-triazol-1-yl)-3,3-dimethyl-butyryl]-4-hydroxy-N-spiro[chromane-2,3'-tetrahydrofuran]-4-yl-pyrrolidine-2-carboxamide C1(CC1)C=1N=NN(C1)[C@@H](C(=O)N1C(CC(C1)O)C(=O)NC1CC2(COCC2)OC2=CC=CC=C12)C(C)(C)C